CC=1N(C2=CC=CC=C2C1C(C)=O)CCCCC 1-(2-methyl-1-pentyl-1H-indol-3-yl)ethanone